C(C=C)(=O)ON1[C@@H](CC1)COC=1C(=NC=NC1N)C=1C(=C(C=C(C1)F)N1C(C2=CC=C(C=C2CC1)C1CC1)=O)CO (S)-2-(3-(5-((1-acryloyloxyazetidin-2-yl)methoxy)-6-aminopyrimidin-4-yl)-5-fluoro-2-(hydroxymethyl)phenyl)-6-cyclopropyl-3,4-dihydroisoquinolin-1(2H)-one